C(C)SC([C@@H](O)[C@@H](O)[C@H](O)CO)SCC D-lyxose diethyl dithioacetal